2-(4-chloro-2-fluorophenyl)-2,4-dimethyl-benzo[d][1,3]dioxol ClC1=CC(=C(C=C1)C1(OC2=C(O1)C=CC=C2C)C)F